tert-butyl N-[2-[2-oxo-3-(3-oxo-4H-pyrazino[2,3-b][1,4]oxazin-6-yl)oxazolidin-5-yl]ethyl]carbamate O=C1OC(CN1C1=NC2=C(OCC(N2)=O)N=C1)CCNC(OC(C)(C)C)=O